1-(4-(Ethylsulfonyl)piperazin-1-yl)prop-2-en-1-one C(C)S(=O)(=O)N1CCN(CC1)C(C=C)=O